NC1CCC(CC1)N[C@@H]1C[C@@H](N(C2=CC=CC=C12)C(CC)=O)C 1-((2S,4R)-4-(((1R,4R)-4-aminocyclohexyl)amino)-2-methyl-3,4-dihydroquinolin-1(2H)-yl)propan-1-one